(3R)-4-amino-N-((1S,2R)-[1,1'-bi(cyclopropyl)]-2-yl)-3-methyl-N-((5-(trifluoromethyl)-2-pyridinyl)methyl)-1,3-dihydrofuro[3,4-c]quinoline-8-carboxamide NC1=NC=2C=CC(=CC2C2=C1[C@H](OC2)C)C(=O)N(CC2=NC=C(C=C2)C(F)(F)F)[C@H]2[C@@H](C2)C2CC2